1-(8-(4-(trifluoromethyl)phenyl)imidazo[1,2-a]pyrazin-6-yl)ethan-1-amine FC(C1=CC=C(C=C1)C=1C=2N(C=C(N1)C(C)N)C=CN2)(F)F